COC(=O)[C@@H]1N(C[C@H](C1)O)C(=O)OCC1=CC=CC=C1 (2r,4s)-4-hydroxypyrrolidine-1,2-dicarboxylic acid 1-benzyl 2-methyl ester